CC1=CC=C(C=C1)S(=O)(=O)OC1=CC=C(C=C1)S(=O)(=O)ON=C1C=CC(S1)=C(C#N)C1=C(C=CC=C1)C (5-(4-(4-methylphenyl-sulfonyloxy)phenylsulfonyloxyimino)-5H-thiophen-2-ylidene)-(2-methylphenyl)-acetonitrile